Cl.O=C1NC2(C(N1CC(=O)NC1=CC=C(C=C1)OC)=O)CCN(CC2)C2=NC=CC=1N2C=CC1 2-(2,4-Dioxo-8-(pyrrolo[1,2-c]pyrimidin-1-yl)-1,3,8-triazaspiro[4.5]decan-3-yl)-N-(4-methoxyphenyl)acetamide hydrochloride